C(C)(=O)N1CCC(CCC1)NC=1C=C2CCN(C(C2=CC1)=O)C[C@@H](CN1CC2=CC=CC=C2CC1)O 6-[(1-acetylazacycloheptan-4-yl)amino]-2-[(2R)-3-(3,4-dihydro-1H-isoquinolin-2-yl)-2-hydroxy-propyl]-3,4-dihydroisoquinolin-1-one